CN(CC(=O)N1C[C@H](CCC1)OC=1C=C2C(=C(NC2=CC1)C=1C=C(C(N(C1)C)=O)C)C(C)C)C (S)-5-(5-((1-(Dimethylglycyl)piperidin-3-yl)oxy)-3-isopropyl-1H-indol-2-yl)-1,3-dimethylpyridin-2(1H)-on